C[C@]12N(CCN(C1)C(=O)N([C@H]1CNCCC1)C1=NC=CC3=CC=CC(=C13)C)C(OC2)=O (S)-8a-methyl-N-(8-methylisoquinolin-1-yl)-3-oxo-N-((R)-piperidin-3-yl)tetrahydro-3H-oxazolo[3,4-a]pyrazine-7(1H)-carboxamide